C[C@H]1C[C@H](CN(C1)C1=C2C=CC=NC2=C(C=C1)C(F)(F)F)NC(=O)N1C[C@H]([C@H](C1)F)F (3R,4S)-3,4-Difluoro-pyrrolidine-1-carboxylic acid [(3R,5S)-5-methyl-1-(8-trifluoromethyl-quinolin-5-yl)-piperidin-3-yl]-amide